5-(6-((oxetan-3-yloxy)carbonyl)-2,6-diazaspiro[3.3]hept-2-yl)-7-(trifluoromethyl)thieno[3,2-b]pyridine-3-carboxylic acid methyl ester COC(=O)C1=CSC=2C1=NC(=CC2C(F)(F)F)N2CC1(C2)CN(C1)C(=O)OC1COC1